O=C1N(CCC(N1)=O)C1=CC=C(OCC=O)C=C1 2-(4-(2,4-dioxotetrahydropyrimidin-1(2H)-yl)phenoxy)acetaldehyde